CC1=CC(=CC(=C1)C(C)C)C(C)C 4-Methyl-2,6-di(propan-2-yl)benzol